COCO[C@H]1C[C@H]2[C@H]([C@H]([C@H]3[C@@H]4CC[C@H]([C@@H](CCC(=O)OC)C)[C@]4(CC[C@@H]3[C@]2(CC1)C)C)OCOC)CC Methyl 3α,7α-Dimethoxymethyloxy-6α-ethyl-5β-cholan-24-oate